zinc-manganese-aluminum-oxide [O-2].[Al+3].[Mn+2].[Zn+2]